FC1(CN(C1)C1CCC(CC1)C=1C=C2C(=C(NC2=CC1)C=1C(=C(C=2N(C1)N=CN2)C)C)C(C)C)F 6-(5-(4-(3,3-difluoroazetidin-1-yl)cyclohexyl)-3-isopropyl-1H-indol-2-yl)-7,8-dimethyl-[1,2,4]triazolo[1,5-a]pyridine